C1(=CC=CC=C1)C1=NOC(=C1)C(=O)O 3-Phenyl-1,2-oxazole-5-carboxylic acid